N[C@@H]1CC[C@H](OC1)C(=O)N(CC)CC (2S,5R)-5-amino-N,N-diethyltetrahydro-2H-pyran-2-carboxamide